4-methoxy-N-(2-methoxy-4-(4,4,5,5-tetramethyl-1,3,2-dioxaborolan-2-yl)phenyl)-1-methyl-1H-indole-2-carboxamide COC1=C2C=C(N(C2=CC=C1)C)C(=O)NC1=C(C=C(C=C1)B1OC(C(O1)(C)C)(C)C)OC